(2,6-di-t-amyl-4-methylphenyl)phenyl-pentaerythritol diphosphite OP(O)OP(O)O.C(C)(C)(CC)C1=C(C(=CC(=C1)C)C(C)(C)CC)C(O)(C(CO)(CO)CO)C1=CC=CC=C1